FC=1C(=NC=CC1)OCC(C(=O)NC1CCN(CC1)C)(C)C 3-((3-fluoropyridin-2-yl)oxy)-2,2-dimethyl-N-(1-methylpiperidin-4-yl)propanamide